N-(4,5-Dimethoxy-2-((4-((((5-methoxypyridin-3-yl)methyl)((1-methyl-1H-indazol-5-yl)methyl)amino)methyl)benzyl)carbamoyl)phenyl)-4-oxo-4H-chromene-2-carboxamide COC1=CC(=C(C=C1OC)NC(=O)C=1OC2=CC=CC=C2C(C1)=O)C(NCC1=CC=C(C=C1)CN(CC=1C=C2C=NN(C2=CC1)C)CC=1C=NC=C(C1)OC)=O